O1CCN(CC1)C=1C(NC=CN1)=O 3-morpholinopyrazine-2(1H)-one